ClC1=C(C=CC(=C1)C)S(=O)(=O)N1CCC2(C[C@@H](CO2)N2CC(C2)O)CC1 (S)-1-(8-((2-chloro-4-methylphenyl)sulfonyl)-1-oxa-8-azaspiro[4.5]decan-3-yl)azetidin-3-ol